2-(ethylamino)ethylmethacrylamide C(C)NCCC=C(C(=O)N)C